ethyl 3-[4-({[(tert-butoxy)carbonyl]amino}sulfonyl)piperazin-1-yl]propanoate C(C)(C)(C)OC(=O)NS(=O)(=O)N1CCN(CC1)CCC(=O)OCC